C(C)(C)(C)C1N(CCC(C1)N1N=C(C(=N1)Br)C)C(=O)O.COC=1C=C(C=2OC=3C=C(C=C(C3C(C2)=O)O)O)C=CC1O 3'-methoxyapigenin tert-butyl-4-(4-bromo-5-methyl-2H-1,2,3-triazol-2-yl)piperidine-1-carboxylate